N[C@@H](C(=O)OC)CC=1C=C2C=NNC2=C(C1)C Methyl (R)-2-amino-3-(7-methyl-1H-indazol-5-yl)propanoate